3,7-Dimethyl-2-methylen-6-octen-1-ol CC(C(CO)=C)CCC=C(C)C